C(C)OC(=O)N1CCN(CCC1)C1CCC(CC1)(C1=CC=C(C=C1)Cl)C#N 4-[4-cyano-4-(4-chlorophenyl)cyclohexyl]-1,4-diazepan-1-carboxylic acid ethyl ester